FC(OC1=CC(=C(C(=C1)C(C)C)NC(=O)N=[S@](=O)(N)C=1SC(=CN1)C(C)(C)O)C(C)C)F (R)-N'-(4-(difluoromethoxy)-2,6-diisopropylphenyl-carbamoyl)-5-(2-hydroxypropan-2-yl)thiazole-2-sulfonimidamide